N-(4-bromo-5,6,7,8-tetrahydronaphthalen-1-yl)-2-(hydroxyimino)acetamide O-methoxyguanosine-3'-monophosphate P(=O)(O)(O)O[C@H]1[C@H]([C@@H](O[C@@H]1CO)N1C=NC=2C(=O)NC(N)=NC12)OOC.BrC1=CC=C(C=2CCCCC12)NC(C=NO)=O